C(C)(C)(C)OC(=O)N(C(C(=O)OCC1=CC=CC=C1)CCCC=O)CCCNC(=O)OC(C)(C)C benzyl 2-((tert-butoxycarbonyl)(3-((tert-butoxycarbonyl)amino)propyl)amino)-6-oxohexanoate